The molecule is a glycopeptide consisting of the Ara6 epitope attached to a Thr-Thr-Tyr-Val-Val-Asn-Pro-NH2 heptapeptide via a [(2-hydroxyethoxy)imino]acetyl linker. It contains a beta-D-Araf-(1->2)-alpha-D-Araf-(1->5)-[beta-D-Araf-(1->2)-alpha-D-Araf-(1->3)]-alpha-D-Araf-(1->5)-alpha-D-Araf-yl group. C[C@H]([C@@H](C(=O)N[C@@H]([C@@H](C)O)C(=O)N[C@@H](CC1=CC=C(C=C1)O)C(=O)N[C@@H](C(C)C)C(=O)N[C@@H](C(C)C)C(=O)N[C@@H](CC(=O)N)C(=O)N2CCC[C@H]2C(=O)N)NC(=O)/C=N/OCCO[C@@H]3[C@H]([C@@H]([C@H](O3)CO[C@@H]4[C@H]([C@@H]([C@H](O4)CO[C@@H]5[C@H]([C@@H]([C@H](O5)CO)O)O[C@H]6[C@H]([C@@H]([C@H](O6)CO)O)O)O[C@@H]7[C@H]([C@@H]([C@H](O7)CO)O)O[C@H]8[C@H]([C@@H]([C@H](O8)CO)O)O)O)O)O)O